CN1N=CC2=CC(=CC=C12)NC=1C=CC=C2CNC(C12)=O 7-[(1-methylindazol-5-yl)amino]isoindolin-1-one